[Cl-].[Cl-].C[Si](C)(C)CC(CC1(C=CC=C1)[Zr+2](C1(C(=C(C(=C1C)C)C)C)C)C1(C=CC=C1)CC(=C)C[Si](C)(C)C)=C bis[(2-trimethylsilylmethylallyl)cyclopentadienyl](pentamethylcyclopentadienyl)zirconium dichloride